(R)-1-(4-methoxyphenyl)-N-((R)-1-phenylpropyl)-1-propylamine COC1=CC=C(C=C1)[C@@H](CC)N[C@H](CC)C1=CC=CC=C1